FC1=CC(=C2C=CNC2=C1)N1C(C=2C=C3C(=CC2C(=C1)C(=O)N1CCC(CC1)F)OCO3)=O 6-(6-fluoro-1H-indol-4-yl)-8-(4-fluoropiperidine-1-carbonyl)-2H,5H,6H-[1,3]dioxolo[4,5-g]isoquinolin-5-one